4-hydroxy-phenyl-piperidine OC1=CC=C(C=C1)N1CCCCC1